3-[(1S)-1-(8-amino-1-methylimidazo[1,5-a]pyrazin-3-yl)ethyl]-5-chloro-6-fluoro-N-[2-(4-methylpiperazin-1-yl)ethyl]-2-[(propan-2-yl)oxy]benzamide fumarate C(\C=C\C(=O)O)(=O)O.NC=1C=2N(C=CN1)C(=NC2C)[C@@H](C)C=2C(=C(C(=O)NCCN1CCN(CC1)C)C(=C(C2)Cl)F)OC(C)C